C(#N)[C@@H](CC=1C(NC2=CC=C(C=C2C1)C)=O)NC(=O)[C@@H]1[C@H]2C([C@H]2CN1C([C@H](C(C)(C)C)NS(=O)(=O)C)=O)(C)C (1R,2S,5S)-N-[(1R)-1-cyano-2-(6-methyl-2-oxo-1H-quinolin-3-yl)ethyl]-3-[(2S)-2-(methanesulfonamido)-3,3-dimethyl-butanoyl]-6,6-dimethyl-3-azabicyclo[3.1.0]hexane-2-carboxamide